FC(C=1C=2N(C=CC1)N=C(C2)[C@H]2N(CCC1=C2N=CN1)C1=NC=C(C=N1)C(F)(F)F)(F)F (S)-4-(4-(trifluoromethyl)pyrazolo[1,5-a]pyridin-2-yl)-5-(5-(trifluoromethyl)pyrimidin-2-yl)-4,5,6,7-tetrahydro-1H-imidazo[4,5-c]pyridine